1-(1-{5-chloro-3-[1-(2,2-difluoroethyl)azetidin-3-yl]-2-methoxy-4-methylphenyl}ethyl)-3-methyl-1H-pyrazolo[3,4-d]pyrimidin-4-amine ClC=1C(=C(C(=C(C1)C(C)N1N=C(C=2C1=NC=NC2N)C)OC)C2CN(C2)CC(F)F)C